ClC1=CC=C(OC2=CC=C(C(=N2)C(F)(F)F)C(O)(CN2N=CN=C2)C)C=C1 6-(4-chlorophenoxy)-α-methyl-α-(1H-1,2,4-triazol-1-yl-methyl)-2-(trifluoromethyl)-3-pyridinemethanol